CON1C(C(C=2C1=NC=CC2)=O)=O 1-methoxy-1H-pyrrolo[2,3-b]pyridine-2,3-dione